2-(methanesulfonyl)-8-(trifluoromethyl)-N-({5-[4-(trifluoromethyl)phenyl]-1H-imidazol-2-yl}methyl)pyrazolo[1,5-a][1,3,5]triazin-4-amine CS(=O)(=O)C1=NC=2N(C(=N1)NCC=1NC(=CN1)C1=CC=C(C=C1)C(F)(F)F)N=CC2C(F)(F)F